N-(5-(3'-Methyl-2'-oxo-2',3'-dihydrospiro[cyclobutane-1,1'-pyrrolo[2,3-c]quinolin]-8'-yl)-2-(4-methylpiperidin-1-yl)Pyridin-3-yl)methanesulfonamide CN1C(C2(C3=C1C=NC=1C=CC(=CC31)C=3C=C(C(=NC3)N3CCC(CC3)C)NS(=O)(=O)C)CCC2)=O